OC1(CCN(CC1)C(C[C@@H](C)C1=CC=CC=C1)=O)CN1C=C(C(=CC1=O)C1=CC=CC=C1)C=O (R)-1-((4-hydroxy-1-(3-phenylbutyryl)piperidin-4-yl)methyl)-6-oxo-4-phenyl-1,6-dihydropyridine-3-carbaldehyde